N-((3-fluorophenyl)(1H-imidazol-4-yl)methyl)-4-methoxyaniline FC=1C=C(C=CC1)C(NC1=CC=C(C=C1)OC)C=1N=CNC1